ClC=1C(=CC=C2N=CC(=NC12)C=1C=NN(C1)C1(CCC(CC1)(F)F)C)OC=1C=CC2=C(NC(=N2)C)C1 8-Chloro-2-(1-(4,4-difluoro-1-methylcyclohexyl)-1H-pyrazol-4-yl)-7-((2-methyl-1H-benzo[d]imidazol-6-yl)oxy)quinoxaline